N4-(3,4-dichloro-2-fluoro-phenyl)-7-[2-[(1S,5R)-3-methyl-3-azabicyclo[3.1.0]hexan-1-yl]ethynyl]quinazoline-4,6-diamine ClC=1C(=C(C=CC1Cl)NC1=NC=NC2=CC(=C(C=C12)N)C#C[C@]12CN(C[C@@H]2C1)C)F